COC(C1=C(C(=NC=C1)Cl)/N=C(\C)/N1[C@@H](COC[C@@H]1C)C)=O 2-chloro-3-[(E)-{1-[(3R,5S)-3,5-dimethylmorpholin-4-yl]ethylidene}amino]isonicotinic acid methyl ester